C[C@]1([C@@H](CC=CC1)C(=O)ON1N=NC=2C1=NC=CC2)C(=O)OC 2-(3H-[1,2,3]triazolo[4,5-b]pyridin-3-yl) 1-methyl (1S,2R)-1-methylcyclohex-4-ene-1,2-dicarboxylate